C1(=CC=CC=C1)C(C1=CC=CC=C1)=NC(C(=O)OC)(CC1=CC=C(C=C1)F)C Methyl 2-((diphenylmethylene) amino)-3-(4-fluorophenyl)-2-methylpropionate